1,2-dihydro-acenaphthylene C1CC2=CC=CC3=CC=CC1=C23